9,10-dihydro-9,10-diethylanthracene C(C)C1C2=CC=CC=C2C(C=2C=CC=CC12)CC